3-thiabutyric acid C(CSC)(=O)O